COC1=CC=C(CC2(C(=O)NC3=CC(=C(C(=C3)OC)OC)OC)CC=C(C(=O)NC3=C(C=CC=C3)OC)C=C2)C=C1 1-(4-methoxybenzyl)-N4-(2-methoxyphenyl)-N1-(3,4,5-trimethoxyphenyl)terephthalamide